ClC1=NC=C(C(=N1)C=1C=C2C(=C(C=NC2=CC1)CN1C(CCC1)=O)C(C)C)F 1-((6-(2-chloro-5-fluoropyrimidin-4-yl)-4-isopropylquinolin-3-yl)methyl)pyrrolidin-2-one